C(C)(C)(C)C1=CC2=C(OP(OC3=C2C=C(C=C3C(C)(C)C)C(C)(C)C)OC(CCC3=CC(=C(C(=C3)C(C)(C)C)O)C(C)(C)C)=O)C(=C1)C(C)(C)C 2,4,8,10-tetra-tert-butyl-6-[3-(3,5-di-tert-butyl-4-hydroxyphenyl)propionyloxy]-dibenzo[d,f][1,3,2]dioxaphosphepin